3-{[tri(prop-2-yl)silyl]oxy}naphthalene-1-ol CC(C)[Si](OC=1C=C(C2=CC=CC=C2C1)O)(C(C)C)C(C)C